CN1N=C(SCC1=O)N1N=CN=C1C(C)NC(OC(C)(C)C)=O tertbutyl (1-(1-(4-methyl-5-oxo-5,6-dihydro-4H-1,3,4-thiadiazin-2-yl)-1H-1,2,4-triazol-5-yl)ethyl)carbamate